N(=[N+]=[N-])CC(C(C(=O)OCC)N(C=1SC=CN1)CC(=O)OCC)(C1=CC=CC=C1)C ethyl 4-azido-2-((2-ethoxy-2-oxoethyl) (thiazol-2-yl) amino)-3-methyl-3-phenylbutyrate